6-(4-chlorophenyl)-N-[(cis)-2-hydroxycyclopentyl]-2-(1-methyl-1H-pyrazol-4-yl)-3-oxo-2,3-dihydropyridazine-4-carboxamide ClC1=CC=C(C=C1)C=1C=C(C(N(N1)C=1C=NN(C1)C)=O)C(=O)N[C@H]1[C@H](CCC1)O